C(C)(C)(CC)C1=CC2=C(C3=CC=CC=C3C(=C2C=C1)O)O 2-t-amyl-9,10-dihydroxyanthracene